[Al].[Si].[Si].[Si].CN(C1=CC=C(C=C1)C=1OC=2C(C1)=C(C=CC2)O)C 2-(4-dimethylaminophenyl)benzofuran-4-ol trisilicon aluminum